4-(benzyloxy)-7-methylindole C(C1=CC=CC=C1)OC1=C2C=CNC2=C(C=C1)C